(Z)-methyl-16-(2-(dimethylamino)-3-((6-methoxy-6-oxohexyl)oxy)propoxy)hexadec-7-enoate COC(CCCCC\C=C/CCCCCCCCOCC(COCCCCCC(=O)OC)N(C)C)=O